tert-Butyl 4-(7-bromo-6-chloro-8-fluoro-2-(methylthio)quinazolin-4-yl)piperazine-1-carboxylate BrC1=C(C=C2C(=NC(=NC2=C1F)SC)N1CCN(CC1)C(=O)OC(C)(C)C)Cl